2-(bromomethyl)-3-(difluoromethyl)pyridine BrCC1=NC=CC=C1C(F)F